4-(4-chloro-2-oxopyridin-1(2H)-yl)-2-methyl-2-(methylsulfonyl)butanoic acid ClC1=CC(N(C=C1)CCC(C(=O)O)(S(=O)(=O)C)C)=O